ClC=1C=CC(=NC1)N1N=C(CC1=O)C1=C(C=C(C=C1F)OC)F 2-(5-chloropyridin-2-yl)-5-(2,6-difluoro-4-methoxyphenyl)-2,4-dihydro-3H-pyrazol-3-one